ClC=1C=C(C=C(C1)Cl)NC(=O)NC1=C(C=CC(=C1)OC(F)(F)F)C(=O)NN 1-(3,5-dichlorophenyl)-3-(2-hydrazinocarbonyl-5-trifluoromethoxyphenyl)-urea